phosphoric acid pyrophosphate iron sodium [Na+].[Fe+2].[O-]P([O-])(=O)OP(=O)([O-])O.P(O)(O)(O)=O